N1N=CC(=C1)C=1C2=C(C(=NC1)NCC=1C=C(C=CC1)NC(C1=CC(=CC=C1)CN(C)C)=O)CCO2 N-(3-(((7-(1H-pyrazol-4-yl)-2,3-dihydrofuro[3,2-c]pyridin-4-yl)amino)methyl)phenyl)-3-((dimethylamino)methyl)benzamide